N1=CC=C(C=C1)C=CC#N pyridine-4-acrylonitrile